(6S,9R)-N-(4,5-dichloro-2-cyanophenyl)-3-oxo-3,5,6,7,8,9-hexahydro-2H-6,9-epimino-cyclohepta[c]pyridine-10-carboxamide ClC1=CC(=C(C=C1Cl)NC(=O)N1[C@@H]2CC=3C(=CNC(C3)=O)[C@H]1CC2)C#N